6-(aminomethyl)-2-(diethoxymethyl)pyrrolo[3,2-c]Pyridine-1-carboxylic acid tert-butyl ester C(C)(C)(C)OC(=O)N1C(=CC=2C=NC(=CC21)CN)C(OCC)OCC